(tert-butyl 2-(4-((tert-butoxycarbonyl) amino)-4-methylpiperidin-1-yl)-5-(2,3-dichlorophenyl)-6-methylpyrimidine-4-carbonyl) glycinate NCC(=O)OC(=O)C1=NC(N(C(=C1C1=C(C(=CC=C1)Cl)Cl)C)C(C)(C)C)N1CCC(CC1)(C)NC(=O)OC(C)(C)C